N-(2-(2-(2-aminoethoxy)ethoxy)ethyl)-4-sulfamoylbenzamide NCCOCCOCCNC(C1=CC=C(C=C1)S(N)(=O)=O)=O